N-(thiazol-5-yl)acetamid S1C=NC=C1NC(C)=O